F[B-](F)(F)F.F[B-](F)(F)F.ClC[N+]12CC[N+](CC1)(CC2)F 1-chloromethyl-4-fluoro-1,4-diazoniabicyclo[2.2.2]octane bis(tetrafluoro borate)